BrC=1SC(=C(N1)CCl)C 2-bromo-4-(chloromethyl)-5-methylthiazole